(1R)-1-{5-[7-(ethylamino)-2,6-naphthyridin-3-yl]-4-methylpyridin-2-yl}propan-1-ol C(C)NC1=NC=C2C=C(N=CC2=C1)C=1C(=CC(=NC1)[C@@H](CC)O)C